C1(=CC=C(C=C1)S(=O)(=O)[O-])C1=CC=C(C=C1)S(=O)(=O)[O-].[Na+].C[Si](N1C(=NC=C1)CCC[Si](OC)(OC)C)(C)C.[Na+] N-trimethylsilyl-(imidazol-2-yl)propyl-(methyl)dimethoxysilane sodium [1,1'-biphenyl]-4,4'-disulfonate